C1(CCCC1)C=1C=CC=C2C=NC(=NC12)NC1CCN(CC1)S(=O)(=O)C 8-cyclopentyl-N-(1-(methylsulfonyl)piperidin-4-yl)quinazolin-2-amine